2-Cyclopropyl-2,5,6,7-tetrahydro-4H-pyrazolo[4,3-c]pyridin-4-one C1(CC1)N1N=C2C(C(NCC2)=O)=C1